ClC=1C=CC=2N(C3=CC=C(C=C3C2C1)Cl)CCCCP(OCC)(OCC)=O Diethyl [4-(3,6-dichloro-9H-carbazol-9-yl)butyl]phosphonate